C1(CCCCC1)CC1CCC(CC1)CO (4-(cyclohexylmethyl)cyclohexyl)methanol